NC=1C(=NC(=C(N1)C=1OC=CN1)C=1C=CC=2N(C1)C(=CN2)C)C(=O)NC(COC)C 3-amino-N-(1-methoxypropan-2-yl)-6-(3-methylimidazo[1,2-a]pyridin-6-yl)-5-(oxazol-2-yl)pyrazine-2-carboxamide